ClCC1(CC=CC(=C1)F)F 3-(chloromethyl)-3,5-difluorobenzene